[N+](=O)([O-])C1=NN(C=N1)C1N2CCCN=C2CCCC1 2-(3-nitro-1H-1,2,4-triazol-1-yl)1,8-Diazabicyclo[5.4.0]-7-undecene